C(C(=C)C)(=O)O.B1OOCC1 2,3-dioxaborolan methacrylate